N-(2-(2-(thiophen-2-ylmethyl)-1H-indol-3-yl)ethyl)acrylamide Ethyl-2-(1-oxo-7-(((trifluoromethyl)sulfonyl)oxy)-2,3-dihydro-1H-inden-4-yl)acetate C(C)OC(CC1=C2CCC(C2=C(C=C1)OS(=O)(=O)C(F)(F)F)=O)=O.S1C(=CC=C1)CC=1NC2=CC=CC=C2C1CCNC(C=C)=O